ClCCN1CCN(CC1)C1=CC=C(C=C1)C1C(NC(CC1)=O)=O 3-(4-(4-(2-chloroethyl)piperazin-1-yl)phenyl)piperidine-2,6-dione